ClC1=C(C=CC=C1F)C=1C(N(C(N(C1)CC(=O)[O-])C=O)[C@H](CNC1(COC1)C)C)C=O [5-(2-Chloro-3-fluoro-phenyl)-3-[(S)-1-methyl-2-(3-methyl-oxetan-3-ylamino)-ethyl]-2,4-dioxo Methyl-3,4-dihydro-2H-pyrimidin-1-yl]-acetate